N-(4-((4'-fluoro-[1,1'-biphenyl]-3-yl)amino)-7-(3-morpholinopropoxy)quinazolin-6-yl)acrylamide FC1=CC=C(C=C1)C1=CC(=CC=C1)NC1=NC=NC2=CC(=C(C=C12)NC(C=C)=O)OCCCN1CCOCC1